methyl 3-bromo-1-((2-(trimethylsilyl) ethoxy) methyl)-1H-pyrrolo[2,3-b]pyridine-6-carboxylate BrC1=CN(C2=NC(=CC=C21)C(=O)OC)COCC[Si](C)(C)C